5-(1-chloroethyl)-1-cyclopropyl-2-nitro-imidazole ClC(C)C1=CN=C(N1C1CC1)[N+](=O)[O-]